(5-(Pyrrolidin-1-ylmethyl)thiazol-2-yl)acetamide N1(CCCC1)CC1=CN=C(S1)CC(=O)N